C(C)(C)(C)N(C(O)=O)C1=C(C(=C(C=C1)OCC1(CCC1)C)Cl)F.ClC=1C(=C(C=CC1OCC1(CCC1)F)NC(OC(C)(C)C)=O)F tert-Butyl (3-chloro-2-fluoro-4-((1-fluorocyclobutyl)methoxy)phenyl)carbamate Tert-butyl-(3-chloro-2-fluoro-4-((1-methylcyclobutyl)methoxy)phenyl)carbamate